COC1=NC=C(C(=N1)OC)C1=CC(=C(N=N1)C)N1CCC(CC1)C(F)(F)F 6-(2,4-dimethoxypyrimidin-5-yl)-3-methyl-4-(4-(trifluoromethyl)piperidin-1-yl)pyridazine